tert-butyl (2S,SR)-2-(bromomethyl)-5-methylmorpholine-4-carboxylate BrC[C@@H]1CN([C@H](CO1)C)C(=O)OC(C)(C)C |&1:5|